2-[(2E)-2-(aminomethyl)-3-fluoroprop-2-en-1-yl]-4-(5-[6-(dimethylamino)pyridin-3-yl]thiophen-2-ylmethyl)-2,4-dihydro-3H-1,2,4-triazol-3-one hydrochloride Cl.NC/C(/CN1N=CN(C1=O)CC=1SC(=CC1)C=1C=NC(=CC1)N(C)C)=C\F